COC1=CC(=C(C=C1OC)C(CC=C)O)[N+](=O)[O-] 1-(4,5-dimethoxy-2-nitro-phenyl)-but-3-ene-1-ol